2-[(13R)-13-methyl-14-oxa-2,4,10-triazatricyclo[7.5.0.0[3,7]]tetradec-1(9),2,5,7-tetraen-10-yl]benzoic acid C[C@@H]1CCN(C=2C=C3C=CNC3=NC2O1)C1=C(C(=O)O)C=CC=C1